3'-(1-((5-ethyl-1H-pyrazol-3-yl)amino)-1-oxopropan-2-yl)-[1,1'-biphenyl] C(C)C1=CC(=NN1)NC(C(C)C=1C=C(C=CC1)C1=CC=CC=C1)=O